1-(4-(2-bromophenyl)-1,2-diphenyl-1H-imidazol-5-yl)ethane-1-one BrC1=C(C=CC=C1)C=1N=C(N(C1C(C)=O)C1=CC=CC=C1)C1=CC=CC=C1